trans-4-[(7S)-6-(Methoxycarbonyl)-7-methyl-2-[2-(4-methyl-1,3-oxazol-2-yl)ethyl]-3H,6H,7H,8H,9H-imidazo[4,5-f]chinolin-3-yl]cyclohexan COC(=O)N1[C@H](CCC2=C3C(=CC=C12)N(C(=N3)CCC=3OC=C(N3)C)C3CCCCC3)C